methyl 5-(cyclobutoxy)-3-fluoro-pyridine-2-carboxylate C1(CCC1)OC=1C=C(C(=NC1)C(=O)OC)F